4-[({4-[7-(aminocarbonyl)-5-fluoro-2H-indazole-2-yl]-2-fluorobenzyl}ammonio)methyl]-1-methylpiperidinium NC(=O)C1=CC(=CC2=CN(N=C12)C1=CC(=C(C[NH2+]CC2CC[NH+](CC2)C)C=C1)F)F